ClC1=C(C=CC=C1C)N1N=CC2=C1COCC2=NS(=O)C(C)(C)C N-(1-(2-chloro-3-methylphenyl)-1,7-dihydropyrano[3,4-c]pyrazol-4(5H)-ylidene)-2-methylpropane-2-sulfinamide